6-(3-methylbenzyl)-1,2,4-triazine-3,5(2H,4H)-dione CC=1C=C(CC=2C(NC(NN2)=O)=O)C=CC1